((2-(((3S,6S,9aS)-3-(3-(2,5-difluorophenyl)azetidine-1-carbonyl)-5-oxooctahydro-1H-pyrrolo[1,2-a]azepin-6-yl)carbamoyl)benzo[b]thiophen-5-yl)fluoromethyl)phosphonic acid FC1=C(C=C(C=C1)F)C1CN(C1)C(=O)[C@@H]1CC[C@H]2N1C([C@H](CCC2)NC(=O)C2=CC1=C(S2)C=CC(=C1)C(F)P(O)(O)=O)=O